C(#N)C1=CC=C2C=C(N(C2=C1)CC1=CC=CC2=CC=CC=C12)C1=NN=C(O1)C(=O)C1CCC(CC1)NC(OC(C)(C)C)=O tert-butyl ((1r,4r)-4-(5-(6-cyano-1-(naphthalen-1-ylmethyl)-1H-indol-2-yl)-1,3,4-oxadiazole-2-carbonyl)cyclohexyl)carbamate